FC1=C(C2=C(C=CC=C2C=C1OCOC)C#C[Si](C(C)C)(C(C)C)C(C)C)O 2-fluoro-3-(methoxymethoxy)-8-((triisopropylsilyl)ethynyl)naphthalen-1-ol